FC(S(=O)(=O)OCC(F)(F)F)(F)F 2,2,2-trifluoroethyl trifluorometh-anesulfonate